(R)-2-fluoro-1,2,3,5,6,7-hexahydro-s-indacen FC1CC2=CC=3CCCC3C=C2C1